[(1S,2R,13R,14S,17S,18S)-7-(3-fluorophenyl)-2,18-dimethyl-8-thia-6-azapentacyclo[11.7.0.02,10.05,9.014,18]icosa-5(9),6,10-trien-17-yl] acetate C(C)(=O)O[C@H]1CC[C@H]2[C@@H]3CC=C4C=5SC(=NC5CC[C@@]4([C@H]3CC[C@]12C)C)C1=CC(=CC=C1)F